3-benzyl-1-(trans-4-((5-cyano-4-(5-oxo-1,4-diazepan-1-yl)pyrimidin-2-yl)amino)cyclohexyl)-1-(5-(1-methyl-1H-pyrazol-4-yl)pyridin-2-yl)urea C(C1=CC=CC=C1)NC(N(C1=NC=C(C=C1)C=1C=NN(C1)C)[C@@H]1CC[C@H](CC1)NC1=NC=C(C(=N1)N1CCNC(CC1)=O)C#N)=O